2-(4-amino-1-piperidinyl)-N,N-dimethyl-2-oxo-acetamide NC1CCN(CC1)C(C(=O)N(C)C)=O